C(C=CCCCC(=O)[O-])(=O)[O-].[K+].[K+] potassium heptenedioate